CN[C@@H](CCCNC(=O)N)C(=O)O Nα-methylcitrulline